C(C)(=O)C1=C(C=CC(=C1)F)N1N=C(C=C1CC=1C(=NN(C1)CC1CC1)C#N)C 4-((1-(2-acetyl-4-fluorophenyl)-3-methyl-1H-pyrazol-5-yl)methyl)-1-(cyclopropylmethyl)-1H-pyrazole-3-carbonitrile